O=C(CC1=NSC(=N1)NC(=O)C1=COC(=C1)C1=CC(=CC=C1)C(F)(F)F)C N-(3-(2-oxopropyl)-1,2,4-thiadiazol-5-yl)-5-(3-(trifluoromethyl)phenyl)furan-3-carboxamide